ClC=1C(=C(C=C(C1)Cl)O)C=1N=NC(=CC1)N1CCC2(COC2)CC1 3,5-dichloro-2-[6-(2-oxa-7-azaspiro[3.5]nonan-7-yl)pyridazin-3-yl]phenol